COC(C1=C(C=CC(=C1)CC(C#N)C(C)=O)Br)=O 5-(2-acetyl-2-cyanoethyl)-2-bromobenzoic acid methyl ester